Cl.N1N[C@@H](CCC1)C(=O)OC methyl (3S)-hexahydropyridazine-3-carboxylate hydrochloride